γ-vinyl-aminobutyric acid C(=C)CCC(C(=O)O)N